COC=1C(=CC(=CC1)C)C 3-methoxy-2,6-dimethylbenzene